OC(CN1C[C@@H]2[C@H](C1)CC(C2)(O)CC2=CC=C(C=C2)C)C2=CC=C(C=C2)O |r| rac-(3aR,5R,6aS)-2-[2-hydroxy-2-(4-hydroxyphenyl)ethyl]-5-[(4-methylphenyl)methyl]-octahydrocyclopenta[c]pyrrol-5-ol